N-Cyclobutyl-2-(3,4-difluoro-5-hydroxyphenyl)benzo[d]oxazole-5-carboxamide C1(CCC1)NC(=O)C=1C=CC2=C(N=C(O2)C2=CC(=C(C(=C2)O)F)F)C1